O=C1NC(CCC1N1C(C2=CC=C(C=C2C1=O)N1CC(C1)F)=O)=O 1-[2-(2,6-dioxo-3-piperidyl)-1,3-dioxo-isoindolin-5-yl]-3-fluoro-azetidin